The molecule is an aromatic ketone that is acetophenone in which one of the ortho hydrogens of the phenyl group has been replaced by an amino group. It has a role as a bacterial metabolite. It is a substituted aniline and a member of acetophenones. CC(=O)C1=CC=CC=C1N